C(C)(C)(C)NN(CCO)CCO tert-butylaminyl-diethanolamine